N-[[1-[3-[(4R)-2-Oxooxazolidin-4-yl]propanoyl]-4-piperidyl]methyl]-4-(trifluoromethyl)benzenesulfonamide O=C1OC[C@H](N1)CCC(=O)N1CCC(CC1)CNS(=O)(=O)C1=CC=C(C=C1)C(F)(F)F